C(N)(=O)C1(CC1)NC(=O)C1=C(OC2=C1C=C(C=C2)OCC2=C(N=CS2)C)C N-(1-carbamoylcyclopropyl)-2-methyl-5-((4-methylthiazol-5-yl)methoxy)benzofuran-3-carboxamide